2'-chloro-6'-(2,2,2-trifluoroethyl)-6',7'-dihydrospiro[piperidine-4,5'-pyrrolo[3,4-b]pyridine] ClC1=CC=C2C(=N1)CN(C21CCNCC1)CC(F)(F)F